N-((1r,4r)-4-(4-acetylpiperazin-1-yl)cyclohexyl)-1-isobutyl-3-methyl-1H-thieno[2,3-c]pyrazole-5-carboxamide C(C)(=O)N1CCN(CC1)C1CCC(CC1)NC(=O)C1=CC2=C(N(N=C2C)CC(C)C)S1